C(CCC)(=O)O[C@H](C)CCOC(=O)OC=1C=C(C=C(C1)\C=C\C1=CC=C(C=C1)OC(=O)OCC[C@@H](C)OC(CCC)=O)OC(=O)OCC[C@@H](C)OC(CCC)=O (2R,2'R)-((((5-((E)-4-((((R)-3-(butyryloxy)butoxy)carbonyl)oxy)styryl)-1,3-phenylene)bis(oxy))bis(carbonyl))bis(oxy))bis(butane-4,2-diyl) dibutyrate